t-octyl mercaptan C(C)(C)(CC(C)(C)C)S